ClC1=C(C=CC2=C1C(=N[C@H](C=1N2N=C(N1)N1CCS(CC1)(=O)=O)C)C1=C(C=CC=C1F)F)Cl 4-[(4S)-7,8-dichloro-6-(2,6-difluorophenyl)-4-methyl-4H-[1,2,4]triazolo[1,5-a][1,4]benzodiazepine-2-Yl]-1,4-thiazinan 1,1-dioxide